N1(CCNCCC1)C=1C=CC(=NC1)NC1=NC=C(C(=N1)C1=C(N=C(S1)NC)C)F 5-(2-((5-(1,4-diazepan-1-yl)pyridin-2-yl)amino)-5-fluoropyrimidin-4-yl)-N,4-dimethylthiazol-2-amine